(S)-(4-Bromo-2-phenyl-5-(trifluoromethyl)-2,3-dihydrobenzofuran-2-yl)methanamine BrC1=C(C=CC2=C1C[C@](O2)(C2=CC=CC=C2)CN)C(F)(F)F